methyl 2-((4-((4-cyano-2-fluorophenoxy)methyl)pyridin-2-ylmethyl)piperazin-1-ylmethyl)-1-((1-ethyl-1H-imidazol-5-yl)methyl)-1H-benzo[d]imidazole-6-carboxylate C(#N)C1=CC(=C(OCC2=CC(=NC=C2)CC(C2=NC3=C(N2CC2=CN=CN2CC)C=C(C=C3)C(=O)OC)N3CCNCC3)C=C1)F